tert-butyl-(3R,5R)-3,5-dimethylpiperazine-1-carboxylic acid C(C)(C)(C)C1N(C[C@H](N[C@@H]1C)C)C(=O)O